CC1(OC[C@@H]2[C@H](O1)[C@@H]([C@@H]([C@]1(O2)OCCC1)O)N1N=NC(=C1)C1=CC(=C(C(=C1)F)F)F)C (2S,4a'R,7'S,8'R,8a'R)-2',2'-dimethyl-8'-(4-(3,4,5-trifluorophenyl)-1H-1,2,3-triazol-1-yl)hexahydro-3H,4'H-spiro[furan-2,6'-pyrano[3,2-d][1,3]dioxin]-7'-ol